C(CCCCCCC\C=C/C\C=C/CCCCC)OCCCN 3-[(9Z,12Z)-octadeca-9,12-dien-1-yloxy]propan-1-amine